CC1=CC=C(C=C1)S(=O)(=O)[O-].CC1=CC=C(C=C1)S(=O)(=O)[O-].C(CCC1=[N+](CCC2=CC=CC=C12)C)C1=[N+](CCC2=CC=CC=C12)C 1,1'-propane-1,3-diylbis(2-methyl-3,4-dihydroisoquinolinium) bis(4-methylbenzenesulfonate)